C1(CC1)N1C(=NC2=NC=C(C=C21)C2=CC=C(C=C2)N2CCN(CC2)C(C)C)C2=CC(=C(C=C2)OC)OC 1-cyclopropyl-2-(3,4-dimethoxyphenyl)-6-(4-(4-isopropylpiperazin-1-yl)phenyl)-1H-imidazo[4,5-b]pyridine